C(C)(C)(C)OC(N(C)C=1SC(=NN1)NC1=CC(=C(C2=NON=C21)N2CCOCC2)CO)=O (5-((6-(hydroxymethyl)-7-morpholinobenzo[c][1,2,5]oxadiazol-4-yl)amino)-1,3,4-thiadiazol-2-yl)(methyl)carbamic acid tert-butyl ester